4-[1-(pyridin-2-yl)ethenyl]benzoic acid methyl ester COC(C1=CC=C(C=C1)C(=C)C1=NC=CC=C1)=O